4,5,6,7-tetrahydropyrazolo[1,5-a]pyrazin-5-ium chloride [Cl-].N1=CC=C2N1CC[NH2+]C2